N-(Benzo[d]isothiazol-3-yl)-2-fluorobenzamide S1N=C(C2=C1C=CC=C2)NC(C2=C(C=CC=C2)F)=O